6-chloro-N-methyl-4-((6-(3-(N-methylsulfonylamino)azetidin-1-yl)-[1,2,4]triazolo[1,5-a]pyridin-2-yl)amino)pyridazine-3-carboxamide ClC1=CC(=C(N=N1)C(=O)NC)NC1=NN2C(C=CC(=C2)N2CC(C2)NS(=O)(=O)C)=N1